OCC1=CC=CC(O1)=O 6-(hydroxymethyl)-2H-pyran-2-one